NCCCOCCCN Bis(3-aminopropyl) ether